FC(CC1=CC=C2C(=NC=NC2=C1)N1CCC2(CC1)CCNCC2)(F)F 3-[7-(2,2,2-trifluoroethyl)quinazolin-4-yl]-3,9-diazaspiro[5.5]undecane